C1(=C(C=CC=C1)C1=CC2=CC=CC=C2C=C1Cl)C=1C(=CC=CC1)C1=CC=CC=C1 2-([1,1':2',1''-terphenyl]-2-yl)-3-chloronaphthalene